1-(4-(2-bromoethoxy)phenyl)-5-(4-fluorophenyl)-1,4-pentadien-3-one BrCCOC1=CC=C(C=C1)C=CC(C=CC1=CC=C(C=C1)F)=O